C(C1=CC=CC=C1)N1N=C2C(N(CCC2=C1Cl)[C@@H]1C(N(C2=C(OC1)C=C(C(=C2)OC)OC)C)=O)=O (S)-3-(2-benzyl-3-chloro-7-oxo-2,4,5,7-tetrahydro-6H-pyrazolo[3,4-c]pyridine-6-yl)-7,8-dimethoxy-5-methyl-2,3-dihydrobenzo[b][1,4]oxazepin-4(5H)-one